ClC1=CC=C(C=C1)[C@H]1CC[C@H]2N(CCN(C2)C(=O)C2=CC=CC3=C2C=CS3)C1 [(7R,9aR)-7-(4-chlorophenyl)-1,3,4,6,7,8,9,9a-octahydropyrido[1,2-a]pyrazin-2-yl]-(1-benzothiophen-4-yl)methanone